C(C1=CC=CC=C1)N1[C@H](C(NC[C@H](C1)O)=O)C(C)C (3S,6R)-4-Benzyl-6-hydroxy-3-isopropyl-1,4-diazepan-2-one